NC1=C2N=C(N(C2=NC=N1)CCNS(=O)(=O)C1CC1)SC1=CC2=C(OCO2)C=C1N(C)C N-(2-(6-amino-8-((6-(dimethylamino)benzo[d][1,3]dioxol-5-yl)thio)-9H-purin-9-yl)ethyl)cyclopropane-sulfonamide